Methyl (S)-3-(5-bromoquinolin-8-yl)-2-((diphenylmethylene)amino)propanoate BrC1=C2C=CC=NC2=C(C=C1)C[C@@H](C(=O)OC)N=C(C1=CC=CC=C1)C1=CC=CC=C1